C1(CCC1)C1=CC(=CC(=N1)/C(=N/O)/N)C=1C=NC=C(C1)F (Z)-6'-cyclobutyl-5-fluoro-N'-hydroxy-[3,4'-bipyridine]-2'-carboxamidine